[S].N1=CC=CC=C1 Pyridine Sulphur